C1(CCCCCCC1)C(C(=O)NC1=CC=C(C=C1)C=1C(=NNC1C)C)NC(=O)C=1N(N=CC1)CC N-[1-cyclooctyl-2-[4-(3,5-dimethyl-1H-pyrazol-4-yl)anilino]-2-oxo-ethyl]-2-ethyl-pyrazole-3-carboxamide